3-(4-(aminomethyl)-4-methylpiperidin-1-yl)-6-((2,3-dichlorophenyl)amino)pyrazin-2(1H)-one NCC1(CCN(CC1)C=1C(NC(=CN1)NC1=C(C(=CC=C1)Cl)Cl)=O)C